N-benzyl-4-(4-pentylphenyl)phthalazine-1-amine C(C1=CC=CC=C1)NC1=NN=C(C2=CC=CC=C12)C1=CC=C(C=C1)CCCCC